(2,5-dioxopyrrolidin-1-yl)2-trimethylsilylethyl carbonate C(OCC([Si](C)(C)C)N1C(CCC1=O)=O)([O-])=O